C(C)(C)(C)[W](N(CC)C)(N(C)CC)=N t-butyl-iminobis(ethylmethylamino)tungsten